ClC=1C=CC(=C(C1)O)C=1N=NC(=C2C1SC=C2)Cl 5-chloro-2-(4-chlorothieno[2,3-d]pyridazin-7-yl)phenol